(3S)-3-[4-(2-ethylbutoxy)phenyl]Hex-4-ynoic acid methyl ester COC(C[C@H](C#CC)C1=CC=C(C=C1)OCC(CC)CC)=O